2-[4-(4-chlorophenyl)-2-cyclopropyl-5-(pyridin-4-yl)-1H-imidazol-1-yl]-1-(4-methylpiperazin-1-yl)ethan ClC1=CC=C(C=C1)C=1N=C(N(C1C1=CC=NC=C1)CCN1CCN(CC1)C)C1CC1